FC=1C=C2C(=NC1NC1=C3CCNC3=CC=C1)NN=C2N 5-fluoro-N6-indolin-4-yl-1H-pyrazolo[3,4-b]pyridine-3,6-diamine